FC(C(C(C(=O)OCC)=CN(N=CC1=CC=CC=C1)C)=O)F Ethyl 4,4-difluoro-2-{[1-methyl-2-(phenylmethylidene)hydrazino]methylidene}-3-oxobutanoate